C1(=C2N(C=N1)CCC2)C(C(NC=2SC=CN2)=O)N2CC1=C(C=C(C=C1C2=O)C2=CC=C(C=C2)N2CC1(C2)CCN(CC1)CC(=O)O)F 2-[2-[4-[2-[1-(6,7-dihydro-5H-pyrrolo[1,2-c]imidazol-1-yl)-2-oxo-2-(thiazol-2-ylamino)ethyl]-7-fluoro-3-oxo-isoindolin-5-yl]phenyl]-2,7-diazaspiro[3.5]nonan-7-yl]acetic acid